tert-butyl 2-[(3R)-3-{[(2R,3R,5R,6S)-3,5-dihydroxy-6-methyloxan-2-yl]oxy}butyl]cyclopropane-1-carboxylate O[C@H]1[C@@H](O[C@H]([C@@H](C1)O)C)O[C@@H](CCC1C(C1)C(=O)OC(C)(C)C)C